Racemic-2-[(1-acryloylpiperidin-4-yl)oxy]-N-[(1-hydroxy-3-methylcyclopentyl)methyl]-5H-pyrrolo[2,3-b]pyrazine-7-carboxamide C(C=C)(=O)N1CCC(CC1)OC=1N=C2C(=NC1)NC=C2C(=O)NCC2(CC(CC2)C)O